3-hydroxy-1,2-propylene oxide OCC1CO1